5-(2,3-difluoro-phenyl)-3-(2-methylsulfanyl-ethyl)-1-{2-oxo-2-[4-(2-oxo-1,2,4,5-tetrahydro-benzo[d][1,3]diazepin-3-yl)-piperidin-1-yl]-ethyl}-1H-pyrimidine-2,4-dione FC1=C(C=CC=C1F)C=1C(N(C(N(C1)CC(N1CCC(CC1)N1C(NC2=C(CC1)C=CC=C2)=O)=O)=O)CCSC)=O